Cl.C(C)C(C)N=C=NCCCN(C)C 1-ethyl-3-(3-dimethylaminopropyl)ethylcarbodiimide hydrochloride